3-(hexenyloxy)-propionitrile C(=CCCCC)OCCC#N